ZINC IRON OXIDE [O-2].[Fe+2].[Zn+2].[O-2]